tert-butyl 4-[1-(5-methyl-2-pyridyl)-5-(pyrazolo[1,5-a]pyrimidine-3-carbonylamino)pyrazol-3-yl]piperidine-1-carboxylate CC=1C=CC(=NC1)N1N=C(C=C1NC(=O)C=1C=NN2C1N=CC=C2)C2CCN(CC2)C(=O)OC(C)(C)C